C(C)[C@H]1[C@H]2C[C@@H](N(C1)CC2)[C@H](OC2=NN=C(C1=CC=CC=C21)O[C@H](C2=CC=NC1=CC=C(C=C21)OC)[C@@H]2N1C[C@@H]([C@H](C2)CC1)CC)C1=CC=NC2=CC=C(C=C12)OC 1-((1R)-((2R,4R,5S)-5-ethylquinuclidin-2-yl)(6-methoxyquinolin-4-yl)methoxy)-4-((1R)-((2R,4S,5R)-5-ethylquinuclidin-2-yl)(6-Methoxyquinolin-4-yl)methoxy)phthalazine